Methyl 3-(3-bromo-1H-pyrazol-1-yl)propanoate BrC1=NN(C=C1)CCC(=O)OC